(+/-)-2-[4-(1-oxo-2-isoindolinyl)phenyl]Butyric acid O=C1N(CC2=CC=CC=C12)C1=CC=C(C=C1)[C@H](C(=O)O)CC |r|